(2R,5S*)-2,5-diethyl-2,3-dihydropyrido[2,3-f][1,4]oxazepine C(C)[C@H]1OC2=C(C(=NC1)CC)N=CC=C2